mono-lithium terephthalate C(C1=CC=C(C(=O)O)C=C1)(=O)[O-].[Li+]